C1(=CC=CC=2C3=CC=CC=C3CC12)C1=CC=CC=2C3=CC=CC=C3NC12 fluorenyl-carbazole